C(C)(C)(C)OOCCC[Si](OC)(OC)OC γ-tert-butylperoxypropyl-trimethoxysilane